CC(CC=O)C(C)C 3,4-dimethyl-valeraldehyde